1-(3-(trimethoxysilyl)propyl)-3-methylthiothiourea CO[Si](CCCNC(=S)NSC)(OC)OC